(R)-5-{4-[4-(5-ethyl-3-methylpyridin-2-yl)piperazine-1-carbonyl]-2-fluorophenyl}-5-methylimidazolidine-2,4-dione C(C)C=1C=C(C(=NC1)N1CCN(CC1)C(=O)C1=CC(=C(C=C1)[C@@]1(C(NC(N1)=O)=O)C)F)C